C(C)OC=1C2=CC=CC=C2N=C2C=CC=CC12 9-Ethoxyacridine